(2-(benzo[d][1,3]dioxol-5-yloxy)ethoxy)-3-(furan-3-yl)-2-(pyridin-3-yl)-1H-inden-1-one O1COC2=C1C=CC(=C2)OCCOC2=C1C(=C(C(C1=CC=C2)=O)C=2C=NC=CC2)C2=COC=C2